tert-butyl 3-(2-methoxy-3-pyridinyl)-2,5-dihydropyrrole-1-carboxylate COC1=NC=CC=C1C=1CN(CC1)C(=O)OC(C)(C)C